ClC/C=C/C(=O)NC1=C(C=C(C=C1F)C(=O)C1=CC=C2C(=CC=CN12)C1=C(C2=C(N(C=N2)C)C=C1C)Cl)F (E)-4-chloro-N-(4-(8-(4-chloro-1,6-dimethyl-1H-benzo[d]imidazol-5-yl)indolizine-3-carbonyl)-2,6-difluorophenyl)but-2-enamide